ClC1=CC=CC=2C=3N(C(=NC12)N[C@H]1C(NCCCC1)=O)N=C(N3)C3=CC=C(C=C3)F (3R)-3-{[7-chloro-2-(4-fluorophenyl)[1,2,4]triazolo[1,5-c]quinazolin-5-yl]amino}azepan-2-one